BrC=1N=C2C(=C(C(N(C2=CC1)C)=O)C#N)N1CCN(CC1)C(CO)C1=CC=C(C=C1)F 6-Bromo-4-{4-[1-(4-fluorophenyl)-2-hydroxyethyl]piperazin-1-yl}-1-methyl-2-oxo-1,2-dihydro-1,5-naphthyridin-3-carbonitril